C(C)N(C1=NN(C(C2=CC=3SC=NC3N12)=O)CC(=O)O)C 2-[12-[ethyl-(methyl)amino]-9-oxo-5-thia-1,3,10,11-tetraazatricyclo[6.4.0.02,6]dodeca-2(6),3,7,11-tetraen-10-yl]acetic acid